mercaptopropionic acid-2-hydroxyethyl ester OCCOC(C(C)S)=O